(4-(4-cyano-1H-imidazol-1-yl)-2-methoxyphenyl)boronic acid C(#N)C=1N=CN(C1)C1=CC(=C(C=C1)B(O)O)OC